O1C=CC2=C1C=C(C=C2)CC2(N(CCC2)[S@@](=O)(=N)C2=CC=C(C=C2)OC)C(=O)NC2CCC(CC2)(F)F (Benzofuran-6-ylmethyl)-N-(4,4-difluorocyclohexyl)-1-((S)-4-methoxyphenylsulfonimidoyl)pyrrolidine-2-carboxamide